nonyl 8-(4-hydroxybutylamino)-2-methyloctanoate OCCCCNCCCCCCC(C(=O)OCCCCCCCCC)C